(2R)-2-(6-{5-chloro-2-[(1-methyl-1H-pyrazol-4-yl)amino]pyrimidin-4-yl}-1-oxo-2,3-dihydro-1H-isoindol-2-yl)-N-[(1S)-2-hydroxy-1-(3-methylphenyl)ethyl]propanamide ClC=1C(=NC(=NC1)NC=1C=NN(C1)C)C1=CC=C2CN(C(C2=C1)=O)[C@@H](C(=O)N[C@H](CO)C1=CC(=CC=C1)C)C